ClC1=C(C=CC=C1)S(=O)(=O)N1C2CN(C(C1)C2)C2=CC=C(C=N2)C2=NOC(=N2)C(F)(F)F 3-(6-(5-((2-chlorophenyl)sulfonyl)-2,5-diazabicyclo[2.2.1]heptan-2-yl)pyridin-3-yl)-5-(trifluoromethyl)-1,2,4-oxadiazole